2-(5-Methoxypyridin-2-yl)-5-[(2-thiophen-2-ylphenyl)carbonyl]octahydropyrrolo[3,4-c]pyrrole COC=1C=CC(=NC1)N1CC2CN(CC2C1)C(=O)C1=C(C=CC=C1)C=1SC=CC1